1-cyclopropyl-4-fluoro-2-(4-(methylsulfonyl)phenyl)-6-(1-(8-(tetrahydro-2H-pyran-4-yl)-8-azabicyclo[3.2.1]octan-3-yl)piperidin-4-yl)-1H-benzo[d]imidazole C1(CC1)N1C(=NC2=C1C=C(C=C2F)C2CCN(CC2)C2CC1CCC(C2)N1C1CCOCC1)C1=CC=C(C=C1)S(=O)(=O)C